C=C(C=O)[C@H]1C[C@@H](C(=C1C=O)CO)OC(=O)/C=C\\C2=CC=C(C=C2)O The molecule is an iridoid monoterpenoid that is cyclopentene substituted by a formyl group at position 3, a hydroxymethyl group at position 2, 3-oxopropen-2yl group at position 4 and a cis-4-coumaroyloxy moiety at position 1 (the 1S,4R stereoisomer). Isolated from the leaves of Viburnum luzonicum, it exhibits antineoplastic activity. It has a role as a metabolite and an antineoplastic agent. It is an aldehyde, a cinnamate ester, an iridoid monoterpenoid and a member of phenols. It derives from a cis-4-coumaric acid.